3-allyloxy-1-hydroxy-propane phosphate P(=O)(O)(O)O.C(C=C)OCCCO